1-(3-tert-butyl-1-(quinolin-6-yl)-1H-pyrazol-5-yl)-3-(3-fluoro-4-(2-(methylcarbamoyl)pyridin-4-yloxy)phenyl)urea C(C)(C)(C)C1=NN(C(=C1)NC(=O)NC1=CC(=C(C=C1)OC1=CC(=NC=C1)C(NC)=O)F)C=1C=C2C=CC=NC2=CC1